ClC=1C=C(NC2(CCC3([C@@H](CC4=CC=CC=C34)C3=CC(=CC(=C3)OC)OC)CC2)C(=O)O)C=CC1 (1r,2'S,4S)-4-(3-chloroanilino)-2'-(3,5-dimethoxyphenyl)-2',3'-dihydrospiro[cyclohexane-1,1'-indene]-4-carboxylic acid